(3S)-2-[2-(benzyloxy)-5-fluorophenyl]-3-(4-bromo-5-fluoro-2-methoxyphenyl)-2-azaspiro[3.4]octan-1-one C(C1=CC=CC=C1)OC1=C(C=C(C=C1)F)N1C(C2([C@@H]1C1=C(C=C(C(=C1)F)Br)OC)CCCC2)=O